FC1=C(OC2=CC3=C(N=C(N=C3)NC3=NC=CC=C3O)N(C2=O)C)C=CC=C1 6-(2-fluorophenoxy)-2-[(3-hydroxypyridin-2-yl)amino]-8-methylpyrido[2,3-d]pyrimidin-7(8H)-one